2,6-dimethyl-phenylethyl carbonate C(OCCC1=C(C=CC=C1C)C)([O-])=O